Cl.Cl.N[C@H](C=1NC(C2=C(N1)C=C(S2)C2=C(C=NC=C2)F)=O)C2CC2 (S)-2-(amino(cyclopropyl)methyl)-6-(3-fluoropyridine-4-yl)thieno[3,2-d]Pyrimidine-4(3H)-one dihydrochloride